NC1CC(C1)C(=O)N1CCN(CC1)C(=O)C1=C(C=C(C=C1)NC(=O)C=1N(C(=CN1)C=1C(=NN(C1)CCF)C(F)(F)F)C)Cl N-[4-[4-(3-aminocyclobutanecarbonyl)piperazine-1-carbonyl]-3-chlorophenyl]-5-[1-(2-fluoroethyl)-3-(trifluoromethyl)pyrazol-4-yl]-1-methylimidazole-2-carboxamide